FC(C1=CC=C(C=C1)CC(C)O)(F)F 1-[4-(trifluoromethyl)phenyl]propan-2-ol